5-(5-chloro-6-methyl-1H-indazol-4-yl)-8-(((S)-1-methylpyrrolidin-2-yl)methoxy)-10-(piperazin-1-yl)-3,4-dihydro-2H-pyrano[2,3-f]quinazoline ClC=1C(=C2C=NNC2=CC1C)C1=C2C(=C3C(=NC(=NC3=C1)OC[C@H]1N(CCC1)C)N1CCNCC1)OCCC2